FC1=C(C=CC(=C1)F)NC1=NC(=NC2=CC(=C(C=C12)OC)OCCCN1CCCC1)N1CCC(CC1)(F)F N-(2,4-difluorophenyl)-2-(4,4-difluoropiperidin-1-yl)-6-methoxy-7-(3-(pyrrolidin-1-yl)propoxy)quinazolin-4-amine